FC1[C@@H](CN(C[C@@H]1C)C(=O)OCC1=CC=CC=C1)C (3R,4S,5S)-Benzyl 4-fluoro-3,5-dimethylpiperidine-1-carboxylate